(E)-5-methyl-pyridazine-4-carboxamide CC=1C(=CN=NC1)C(=O)N